C1=C(C=CC2=CC=CC=C12)C=1NC(C=2N(C1)N=C(C2)C(=O)N)=O 6-(naphthalen-2-yl)-4-oxo-4,5-dihydropyrazolo[1,5-a]pyrazine-2-carboxamide